N1C(=CC=2C=NC=CC21)CC(C(=O)N)N2C(=NC=C(C2=O)C=2SC1=C(N2)CCCC1)C1=CC=CC=C1 ((1H-pyrrolo[3,2-c]pyridin-2-yl)methyl)-2-(6-oxo-2-phenyl-5-(4,5,6,7-tetrahydrobenzo[d]thiazol-2-yl)pyrimidin-1(6H)-yl)acetamide